CO[Si](CCCN)(OC)OC 3-(Trimethoxysilyl)propylamine